4-phenyl-3-(2-phenylacetyl)oxazolidin-2-one C1(=CC=CC=C1)C1N(C(OC1)=O)C(CC1=CC=CC=C1)=O